3-methoxypropenoate COC=CC(=O)[O-]